3-(4-aminophenyl)-propionic acid methyl ester COC(CCC1=CC=C(C=C1)N)=O